(2-((2-oxoethyl)thio)ethyl) carbamate C(N)(OCCSCC=O)=O